(5-methyl-2-oxo-1,3-dioxol-4-yl)methyl (3S)-4-[2-[2-[[3-(2-amino-6-chloro-pyrimidin-4-yl)-1-(difluoromethyl)pyrazol-4-yl]methyl]phenoxy]ethyl]morpholine-3-carboxylate NC1=NC(=CC(=N1)C1=NN(C=C1CC1=C(OCCN2[C@@H](COCC2)C(=O)OCC=2OC(OC2C)=O)C=CC=C1)C(F)F)Cl